(3R,4S)-3-fluoro-4-(prop-2-ynyloxy)piperidine F[C@@H]1CNCC[C@@H]1OCC#C